9'-(9-bromo-2-cyclopropyl-8-oxo-8H-pyrido[1,2-a]pyrimidin-7-yl)-2'-methyl-4'H-spiro[cyclopropane-1,3'-pyrazino[1,2-b]indazol]-1'(2'H)-one BrC=1C(C(=CN2C1N=C(C=C2)C2CC2)C2=CC1=C3N(N=C1C=C2)CC2(N(C3=O)C)CC2)=O